C(C)(=O)NC=1SC(=C(N1)C)C1=CC2=C(C(=N1)C(=O)N)C(N(C2)[C@@H](C)C2CC2)=O (S)-6-(2-acetamido-4-methylthiazol-5-yl)-2-(1-cyclopropylethyl)-3-oxo-2,3-dihydro-1H-pyrrolo[3,4-c]pyridine-4-carboxamide